BrC1=C(C=C(C(=C1)Br)I)I 4,6-dibromo-1,3-diiodobenzene